1,4-butane-diamine C(CCCN)N